4-oxo-1-phenylcyclohexane-1-carbonitrile O=C1CCC(CC1)(C#N)C1=CC=CC=C1